C1C=CC=C2NC3=C(N21)C=CC=C3 5H-pyrido[1,2-a]benzimidazole